CCCCC/C=C\\C/C=C\\C[C@H]([C@@H](C/C=C\\CCCC(=O)O)O)O The molecule is a (5Z,11Z,14Z)-8,9-dihydroxyicosatrienoic acid in which the two stereocentres at positions 8 and 9 both have R-configuration. It derives from an arachidonic acid. It is a conjugate acid of a (5Z,8R,9R,11Z,14Z)-8,9-dihydroxyicosatrienoate. It is an enantiomer of a (5Z,8S,9S,11Z,14Z)-8,9-dihydroxyicosatrienoic acid.